FC1=C(C=CC(=C1)F)C1N(CCC2=CC=CC=C12)C(=O)NC12CC(C1)(C2)NC(OC(C)(C)C)=O tert-butyl (3-(1-(2,4-difluorophenyl)-1,2,3,4-tetrahydroisoquinoline-2-carboxamido)bicyclo[1.1.1]pentan-1-yl)carbamate